tert-butyl (2-((N-cyclohexyl-7-(3-(pyridin-4-yl)ureido)-heptanamido)oxy)ethyl)(methyl)carbamate C1(CCCCC1)N(C(CCCCCCNC(=O)NC1=CC=NC=C1)=O)OCCN(C(OC(C)(C)C)=O)C